vanadium dicyclopentadiene C1=CC=CC1.C1=CC=CC1.[V]